3-[1-(3-Carboxy-2-chlorobenzoyl)-4-fluoro-5-{[(4-fluorophenyl)methyl]sulfanyl}-1H-pyrazol-3-yl]pyrrolidin C(=O)(O)C=1C(=C(C(=O)N2N=C(C(=C2SCC2=CC=C(C=C2)F)F)C2CNCC2)C=CC1)Cl